4-{7-cyclopropyl-[1,2,4]triazolo[1,5-a]pyridin-5-yl}benzonitrile C1(CC1)C1=CC=2N(C(=C1)C1=CC=C(C#N)C=C1)N=CN2